[Zr].[Ca].[Ba] barium-calcium zirconium